2-((1R,5S)-8-(7-(3-hydroxynaphthalen-1-yl)-2-(((S)-1-methylpyrrolidin-2-yl)methoxy)quinazolin-4-yl)-3,8-diazabicyclo[3.2.1]octan-3-yl)-1-(piperazin-1-yl)ethan-1-one OC=1C=C(C2=CC=CC=C2C1)C1=CC=C2C(=NC(=NC2=C1)OC[C@H]1N(CCC1)C)N1[C@H]2CN(C[C@@H]1CC2)CC(=O)N2CCNCC2